COC=1C=C(C=CC1OC)C=1NC2=CC=C(C=C2C1C(C)C)C1=NN=C(O1)C1CCN(CC1)CC(=O)N(C)C 2-(4-(5-(2-(3,4-dimethoxyphenyl)-3-isopropyl-1H-indol-5-yl)-1,3,4-oxadiazol-2-yl)piperidin-1-yl)-N,N-dimethylacetamide